4-nitro-5-trifluoromethylpyrazole [N+](=O)([O-])C=1C=NNC1C(F)(F)F